FC1=C(C=C(C=C1)[C@@H](C(=O)O)C)CCN[C@@H]([C@H]1CNC2=CC=CN=C2C1)C1=CC=CC=C1 |o1:7| (S or R)-2-(4-fluoro-3-(2-(((S)-phenyl((R)-1,2,3,4-tetrahydro-1,5-naphthyridin-3-yl)methyl)amino)ethyl)phenyl)propanoic acid